N1(CCNCC1)C(=O)O.C(C)(C)(C)C12CNCC(N1)C2 tert-butyl-3,6-diazabicyclo[3.1.1]heptane piperazine-1-carboxylate